Cl.Cl.NC(C(=O)N)CCC1=CC=CC=C1 2-amino-4-phenylbutanamide dihydrochloride